N-((S)-2-((4-((S)-1-(5,5-difluoro-2-oxotetrahydropyrimidin-1(2H)-yl)-2-methoxyethyl)pyridin-2-yl)amino)-1-(4,4-difluorocyclohexyl)-2-oxoethyl)-1-methyl-1H-pyrazole-5-carboxamide FC1(CNC(N(C1)[C@H](COC)C1=CC(=NC=C1)NC([C@H](C1CCC(CC1)(F)F)NC(=O)C1=CC=NN1C)=O)=O)F